C(C)(C)(C)C1=C(C(=CC=C1)C(C)(C)C)O 2,6-Di-tert.butyl-phenol